3-(1-oxo-5-(trifluoromethyl)-2,3-dihydro-1H-inden-2-yl)propanamide O=C1C(CC2=CC(=CC=C12)C(F)(F)F)CCC(=O)N